5-ethyloxazole-4-carboxamide C(C)C1=C(N=CO1)C(=O)N